fluoro(1-(5-((4-(3,5-Difluorophenyl)piperazin-1-yl)sulfonyl)indolin-1-yl)ethan-1-one) FCC(=O)N1CCC2=CC(=CC=C12)S(=O)(=O)N1CCN(CC1)C1=CC(=CC(=C1)F)F